(±)-trans-N-[8-amino-6-(5-isopropyl-1-methyl-pyrazol-4-yl)-3-isoquinolinyl]-2-cyano-cyclopropanecarboxamide NC=1C=C(C=C2C=C(N=CC12)NC(=O)[C@H]1[C@@H](C1)C#N)C=1C=NN(C1C(C)C)C |r|